FC1=CC=C(C=C1)N1C(N(C=C(C1=O)C(=O)OCC)C1CCOCC1)=O ethyl 3-(4-fluorophenyl)-2,4-dioxo-1-(tetrahydro-2H-pyran-4-yl)-1,2,3,4-tetrahydropyrimidine-5-carboxylate